OC=1C=C(C=CC1)C1CCC(CC1)OC[C@@H]1N[C@@H](C[C@@H]1N(S(=O)(=O)C)CC1=CC=C(C=C1)OC)C N-((2R,3S,5R)-2-(((4-(3-hydroxyphenyl)cyclohexyl)oxy)methyl)-5-methylpyrrolidin-3-yl)-N-(4-methoxybenzyl)methanesulfonamide